(R)-N-((1,3-Dihydroisobenzofuran-4-yl)methylidene)-2-methylpropane-2-sulfinamide C1OCC2=C(C=CC=C12)C=N[S@](=O)C(C)(C)C